(E)-α-cyano-4-hydroxycinnamoylpiperazine C(#N)/C(/C(=O)N1CCNCC1)=C\C1=CC=C(C=C1)O